Cl.ClC=1C=C(CNCC(=O)O)C=C(C1)C=1OC(=NN1)C=1C(=C(C=CC1)C1=CC=CC=C1)C (3-Chloro-5-(5-(2-methyl-[1,1'-biphenyl]-3-yl)-1,3,4-oxadiazol-2-yl)benzyl)glycine hydrochloride